FC1(CCC(CC1)N1C=C(C=CC1=O)C=1C(=C(C(=O)N)C=CC1NS(=O)(=O)CCO)N1CCC2(CC2)CC1)F (1-(4,4-difluorocyclohexyl)-6-oxo-1,6-dihydropyridin-3-yl)-4-(2-hydroxyethylsulfonamido)-2-(6-azaspiro[2.5]octane-6-yl)benzamide